O=C1C(=CC(C2=C(C=CC=C12)S(N)(=O)=O)=O)NC1=C(C=CC=C1)OC(=O)N1CCNCC1 (2-((1,4-Dioxo-5-sulfamoyl-1,4-dihydronaphthalen-2-yl)amino)phenyl)piperazine-1-carboxylate